sodium (2R,3R,4S,5R)-6-(sec-butylamino)-2,3,4,5-tetrahydroxy-6-oxohexyl sulfate S(=O)(=O)(OC[C@H]([C@H]([C@@H]([C@H](C(=O)NC(C)CC)O)O)O)O)[O-].[Na+]